O=C1N(CCC(N1)=O)C=1C=C(C(=O)N2CCC3(CCN(CC3)CCC=O)CC2)C=CC1OC 3-(9-(3-(2,4-dioxotetrahydropyrimidin-1(2H)-yl)-4-methoxybenzoyl)-3,9-diazaspiro[5.5]undecan-3-yl)propanal